5-azaspiro[2.5]octane-1-carbonitrile C1(CC12CNCCC2)C#N